(S)-2-((6-phenylpyrimidin-4-yl)amino)-4-((4-(5,6,7,8-tetrahydro-1,8-naphthyridin-2-yl)butyl)(2-(2,2,2-trifluoroethoxy)ethyl)amino)butanoic acid C1(=CC=CC=C1)C1=CC(=NC=N1)N[C@H](C(=O)O)CCN(CCOCC(F)(F)F)CCCCC1=NC=2NCCCC2C=C1